C(CCCCCCC\C=C/CCCCCCCC)(=O)O.C(C)(=O)O acetic acid oleate